3-(2-bromo-4-methyl-phenyl)sulfonyl-8-methoxy-4H-triazolo[1,5-a]quinazolin-5-one BrC1=C(C=CC(=C1)C)S(=O)(=O)C=1N=NN2C1NC(C1=CC=C(C=C21)OC)=O